2-(2,6-dioxo-3-piperidyl)-5-[4-[[4-[2-[(2S)-4-[6-[5-(1-methylcyclopropoxy)-1H-indazol-3-yl]pyrimidin-4-yl]morpholin-2-yl]ethyl]piperazin-1-yl]methyl]-1-piperidyl]isoindoline-1,3-dione O=C1NC(CCC1N1C(C2=CC=C(C=C2C1=O)N1CCC(CC1)CN1CCN(CC1)CC[C@H]1CN(CCO1)C1=NC=NC(=C1)C1=NNC2=CC=C(C=C12)OC1(CC1)C)=O)=O